N1-Methyl-pseudouridine tert-butyl-N-[4-[[2-(7-fluoro-2-methyl-indazol-5-yl)-4-methyl-pyrimidine-5-carbonyl]amino]norbornan-1-yl]carbamate C(C)(C)(C)N(C(=O)OC[C@@H]1[C@H]([C@H]([C@@H](O1)C1=CN(C(=O)NC1=O)C)O)O)C12CCC(CC1)(C2)NC(=O)C=2C(=NC(=NC2)C2=CC1=CN(N=C1C(=C2)F)C)C